3-(2-amino-[1,2,4]triazolo[1,5-a]pyridin-7-yl)-N-(3-cyclopentyl-3-hydroxypropyl)-2-fluoro-6-methylbenzamide NC1=NN2C(C=C(C=C2)C=2C(=C(C(=O)NCCC(O)C3CCCC3)C(=CC2)C)F)=N1